2-(5-(p-toluenesulfonyloxy)pentyl)nicotinic acid tert-butyl ester C(C)(C)(C)OC(C1=C(N=CC=C1)CCCCCOS(=O)(=O)C1=CC=C(C)C=C1)=O